(3,4-dimethylphenyl)methylsulfonyl chloride CC=1C=C(C=CC1C)CS(=O)(=O)Cl